1-[2-[4-hydroxy-5-methyl-2-[2-[4-(morpholinomethyl)phenyl]ethyl]pyrazol-3-yl]oxazol-4-yl]-5-methyl-pyrazolo[3,4-c]pyridine-3-carboxamide OC1=C(N(N=C1C)CCC1=CC=C(C=C1)CN1CCOCC1)C=1OC=C(N1)N1N=C(C=2C1=CN=C(C2)C)C(=O)N